ClC=1C=C(C=C(C1)NS(=O)(=O)C)NC(=O)C=1C=NN(C1)C1=NC=CC=C1S(=O)(=O)C N-(3-chloro-5-(methylsulfonamido)phenyl)-1-(3-(methylsulfonyl)pyridin-2-yl)-1H-pyrazole-4-carboxamide